BrC=1CCCC2=C(C1C1=CC=C(C=C1)CC1CN(CC1)CCC(F)F)C=CC(=C2)C(=O)OC methyl 8-bromo-9-(4-((1-(3,3-difluoropropyl)pyrrolidin-3-yl)methyl)phenyl)-6,7-dihydro-5H-benzo[7]annulene-3-carboxylate